Cl.CN(S(=O)(=O)C=1C=C(C=CC1OC)C1=CC(=CC=2NN=NC21)C(=O)NC)C 4-(3-(N,N-dimethylsulfamoyl)-4-methoxyphenyl)-N-methyl-1H-benzo[d][1,2,3]triazole-6-carboxamide hydrochloride